C1(CCC1)NC1=NC(=NC=C1)N N4-cyclobutylpyrimidine-2,4-diamine